C(C)OC([C@H](CCCCCCCC1=NC=2NCCCC2C=C1)NC(=O)[C@H]1N(CCC1)CC1=NC=CC=N1)=O (S)-2-((S)-1-(pyrimidin-2-ylmethyl)pyrrolidine-2-carboxamido)-9-(5,6,7,8-tetrahydro-1,8-naphthyridin-2-yl)nonanoic acid ethyl ester